CCC(CCCCCCCCC)OC(CC)CCCCCCCCC 3-dodecyl ether